2-(2,6-dioxopiperidin-3-yl)-7-fluoro-1-oxoisoindoline-5-carboxamide O=C1NC(CCC1N1C(C2=C(C=C(C=C2C1)C(=O)N)F)=O)=O